2-(2-fluoro-4-methylphenyl)-N-[2-(morpholin-4-yl)ethyl]-5-(1H-pyrrolo[2,3-b]pyridin-4-yl)-1H-pyrrole-3-carboxamide FC1=C(C=CC(=C1)C)C=1NC(=CC1C(=O)NCCN1CCOCC1)C1=C2C(=NC=C1)NC=C2